tert-Butyl 2-(2-(tetrahydro-2H-pyran-4-yl)-1H-imidazol-1-yl)ethylcarbamate O1CCC(CC1)C=1N(C=CN1)CCNC(OC(C)(C)C)=O